COC=1C=C(\C=N\NC(=O)C2=NC(=CN=C2)C2=CC=C(C=C2)C)C=C(C1)OC (E)-N'-(3,5-dimethoxybenzylidene)-6-(p-tolyl)pyrazine-2-carbohydrazide